NC1=C(N=CC2=C(C=CC=C12)C1=C(N=CS1)COC)C(=O)NCCC 4-amino-8-(4-(methoxymethyl)thiazol-5-yl)-N-propylisoquinoline-3-carboxamide